bromo(1-phenylethyl)-zinc Br[Zn]C(C)C1=CC=CC=C1